CC1=[15N]C(=CC=C1)C 2,6-dimethyl(1-15N)pyridine